2-ethylimidazole-succinic acid C(C)C1(N=CC=N1)C(CC(=O)O)C(=O)O